CC=1C=C(C=C(C1)CC(=O)Cl)COCC 5-methyl-3-(ethoxymethyl)phenylacetylchloride